2-((benzyloxy)carbonyl)-3-(4-bromophenyl)cyclohexane-1-carboxylic acid C(C1=CC=CC=C1)OC(=O)C1C(CCCC1C1=CC=C(C=C1)Br)C(=O)O